N-(5-Aminocarbamimidoyl-2-fluorophenyl)-2-(4-fluoro-2-methylphenoxy)-4-(trifluoromethyl)benzamide NNC(=N)C=1C=CC(=C(C1)NC(C1=C(C=C(C=C1)C(F)(F)F)OC1=C(C=C(C=C1)F)C)=O)F